ClC1=C(C=NN1[C@H]1[C@@H](CN(CC1)C)F)[N+](=O)[O-] |r| (±)-(Trans)-4-(5-chloro-4-nitro-1H-pyrazol-1-yl)-3-fluoro-1-methylpiperidine